BrC=1C=CC2=C(C(=CO2)C(=O)N[C@@H]2CCO[C@]23O[C@@H]([C@@H]([C@@H]([C@H]3O)N3N=NC(=C3)C3=CC(=C(C(=C3)F)F)F)O)CO)C1 5-Bromo-N-((4R,5S,7R,8R,9S,10R)-8,10-dihydroxy-7-(hydroxymethyl)-9-(4-(3,4,5-trifluorophenyl)-1H-1,2,3-triazol-1-yl)-1,6-dioxaspiro[4.5]decan-4-yl)benzofuran-3-carboxamide